(5-Isoxazolidin-3-yl-3-pyridyl)methanol TFA salt Tert-butyl-3-[5-(hydroxymethyl)-3-pyridyl]isoxazolidine-2-carboxylate C(C)(C)(C)OC(=O)N1OCCC1C=1C=NC=C(C1)CO.OC(=O)C(F)(F)F.O1NC(CC1)C=1C=C(C=NC1)CO